4-(benzyloxy)-7-bromo-2,6-dichloro-5,8-difluoroquinazoline C(C1=CC=CC=C1)OC1=NC(=NC2=C(C(=C(C(=C12)F)Cl)Br)F)Cl